4-(1-methylethenyl)pyridine CC(=C)C1=CC=NC=C1